1-(Allyloxy)-2-methoxy-3-methylbenzene C(C=C)OC1=C(C(=CC=C1)C)OC